C1(CCC1)NC1=NC(=NC=C1C=O)SC 4-(cyclobutylamino)-2-(methylthio)pyrimidine-5-carbaldehyde